3-amino-N-(2-fluoroethyl)-3-nitro-7,8-dihydro-1,6-naphthyridine-6(5H)-carboxamide NC1(CN=C2CCN(CC2=C1)C(=O)NCCF)[N+](=O)[O-]